C(=CC=CCCCCCCCC)SCCNC(CCNC([C@@H](C(COP(OP(OC[C@@H]1[C@H]([C@H]([C@@H](O1)N1C=NC=2C(N)=NC=NC12)O)OP(=O)(O)O)(=O)O)(=O)O)(C)C)O)=O)=O dodecadienyl-coenzyme A